fluoro-urethane FNC(=O)OCC